N1-(7-decylbenzo[d]oxazol-2-yl)ethane-1,2-diamine hydrochloride Cl.C(CCCCCCCCC)C1=CC=CC=2N=C(OC21)NCCN